ClC1=NN(C=C1)C=1N(C(=C(N1)N1CC=2C=C3C(=CC2C1=O)OC(O3)(F)F)S(=O)(=O)CC)C 6-[2-(3-chloropyrazol-1-yl)-5-ethylsulfonyl-1-methyl-imidazol-4-yl]-2,2-difluoro-5H-[1,3]dioxolo[4,5-f]isoindol-7-one